8-methyl-7-(3-(phenylamino)-7,8-dihydro-1,6-naphthyridin-6(5H)-yl)-4H-pyrimido[1,2-b]pyridazin-4-one CC1=CC=2N(N=C1N1CC=3C=C(C=NC3CC1)NC1=CC=CC=C1)C(C=CN2)=O